1-(3-(((4,4-bis(octyloxy)butanoyl)oxy)methyl)-5-(hydroxymethyl)benzyl) 9-(undecan-2-yl) nonanedioate C(CCCCCCCC(=O)OC(C)CCCCCCCCC)(=O)OCC1=CC(=CC(=C1)CO)COC(CCC(OCCCCCCCC)OCCCCCCCC)=O